NC=1C=C(C(=O)N2CCC(CC2)CCCCCCNC(\C=C\C=2C=NC=CC2)=O)C=CC1 (E)-N-(6-(1-(3-aminobenzoyl)piperidin-4-yl)hexyl)-3-(pyridin-3-yl)acrylamide